ClC1=C(C=CC(=C1)C(F)(F)F)NC1C(N(CC1)C1=CC=C(C=C1)CCC(=O)OC)=O Methyl 3-(4-(3-((2-chloro-4-(trifluoromethyl)phenyl)amino)-2-oxopyrrolidin-1-yl)phenyl)propanoate